(2S)-2-(tert-butoxycarbonylamino)-3-[ethyl(methyl)amino]propanoic acid C(C)(C)(C)OC(=O)N[C@H](C(=O)O)CN(C)CC